3-chloro-4'-((1S,2S)-2-(((3-(1,1,1-trifluoro-2-methylpropan-2-yl)-1H-1,2,4-triazol-5-yl)methyl)carbamoyl)cyclopropyl)-[1,1'-biphenyl]-4-carboxylic acid ClC=1C=C(C=CC1C(=O)O)C1=CC=C(C=C1)[C@@H]1[C@H](C1)C(NCC1=NC(=NN1)C(C(F)(F)F)(C)C)=O